3-{6-[(5-methoxy-1-oxidopyridin-1-ium-2-yl)methoxy]-[1,3]oxazolo[5,4-b]pyridin-2-yl}pyridin-1-ium-1-olate COC=1C=CC(=[N+](C1)[O-])COC=1C=C2C(=NC1)OC(=N2)C=2C=[N+](C=CC2)[O-]